(1R,2R)-N-(7-methoxy-4-(1-methyl-3-phenyl-1H-pyrazol-4-yl)quinazolin-6-yl)-2-(trifluoromethyl)cyclopropane-1-carboxamide COC1=C(C=C2C(=NC=NC2=C1)C=1C(=NN(C1)C)C1=CC=CC=C1)NC(=O)[C@H]1[C@@H](C1)C(F)(F)F